FC1=CC=C(OC=2C=CC(=NC2)C2CN(C2)C(=O)N2C[C@@H]3[C@@H](OCC(N3)=O)CC2)C=C1 (4aR,8aS)-6-[3-[5-(4-fluorophenoxy)-2-pyridinyl]azetidine-1-carbonyl]-4,4a,5,7,8,8a-hexahydropyrido[4,3-b][1,4]oxazin-3-one